[Br-].O[N+](O)(C(CCC)CC)CCCC N,N-dihydroxyethyl-dibutyl-ammonium bromide